Phthalic acid, 2-ethylhexyl tridecyl ester C(C=1C(C(=O)OCCCCCCCCCCCCC)=CC=CC1)(=O)OCC(CCCC)CC